FCCN(C(NC(C)P(OCC)(OCC)=O)=O)N=O diethyl (1-(3-(2-fluoroethyl)-3-nitrosoureido)ethyl)phosphonate